(6R,7S)-N-(4-amino-6-methyl-5-(quinolin-3-yl)-7,8-dihydro-6H-cyclopenta[4,5]pyrrolo[2,1-f][1,2,4]triazin-7-yl)acrylamide NC1=NC=NN2C1=C(C1=C2C[C@@H]([C@@H]1C)NC(C=C)=O)C=1C=NC2=CC=CC=C2C1